5-{4-[(3-hydroxy-2,2-dimethylpropyl)amino]-3-(trifluoromethyl)phenyl}-3,6-dihydro-2H-1,3,4-oxadiazin-2-one OCC(CNC1=C(C=C(C=C1)C1=NNC(OC1)=O)C(F)(F)F)(C)C